(1s,3r,5R,7S)-3-((2-(isoindolin-2-yl)-2-oxoethyl)amino)adamantan-1-yl (pyridin-4-ylmethyl)carbamate N1=CC=C(C=C1)CNC(OC12CC3(C[C@@H](C[C@H](C1)C3)C2)NCC(=O)N2CC3=CC=CC=C3C2)=O